CSC(N)=N carbamimidothioic acid methyl ester